6-chloro-8-((1S,2S)-2-(4-(2-(trifluoromethyl)phenyl)pyridin-2-yl)cyclopropyl)imidazo[1,2-b]pyridazine ClC=1C=C(C=2N(N1)C=CN2)[C@@H]2[C@H](C2)C2=NC=CC(=C2)C2=C(C=CC=C2)C(F)(F)F